Cl.N1=CC=CC2=CC=CC(=C12)C(=O)N quinoline-8-carboxamide hydrochloride